N[C@@H]1CN(CC1)C(CN1N=C(C(=C1)NC(=O)C=1C=NN2C1N=CC=C2)C2=C(C=CC(=C2)Cl)OC)=O (S)-N-(1-(2-(3-aminopyrrolidin-1-yl)-2-oxoethyl)-3-(5-chloro-2-methoxyphenyl)-1H-pyrazol-4-yl)pyrazolo[1,5-a]pyrimidine-3-carboxamide